CCC(C)C(C(=O)O)N L(+)-isoleucine